5-(4-((2-(3-ethylureido)-3-fluoropyridin-4-yl)methyl)piperazin-1-yl)-6-fluoro-N-methylpicolinamide C(C)NC(NC1=NC=CC(=C1F)CN1CCN(CC1)C=1C=CC(=NC1F)C(=O)NC)=O